Diethyl allyl phosphate Diethyl-allylphosphonate C(C)OP(OCC)(=O)CC=C.P(=O)(OCC)(OCC)OCC=C